[Cl-].[K+].[Ag]Cl.[Ag+].[Cl-] silver-silver chloride potassium chloride